Cl.Cl.C1(=CC=CC2=CC=CC=C12)C(=O)N 1-naphthalamide dihydrochloride